(1S-cis)-1,2,3,4,5,6,7,8-Octahydro-7-isopropylidene-1,4-dimethylazulene C(C)(C)=C1CC[C@@H](C=2CC[C@@H](C2C1)C)C